COP(=O)(OC)NC1=CC=C(C=C1)C dimethoxyphosphoryl-p-toluidine